NC1=CC=C(C(=O)C2=CC(=CC=C2)C(C2=CC=C(C(=C2)OC=2C(=CC=CC2)C2=CC=CC=C2)N)=O)C=C1OC=1C(=CC=CC1)C1=CC=CC=C1 1,3-bis(4-amino-5-biphenyloxybenzoyl)benzene